ClC=1C=C2C(=CC(=NC2=CC1)C(F)(F)F)NCC1(CN(C1)C(=O)NC([2H])([2H])[2H])N1N=CC2=C1CCC2 3-(((6-Chloro-2-(trifluoromethyl)quinolin-4-yl)amino)methyl)-3-(5,6-dihydrocyclopenta[c]pyrazol-1(4H)-yl)-N-(methyl-d3)azetidine-1-carboxamide